2,2'-Ethylidenebis[4,6-bis(1,1-dimethylethyl)phenol] C(C)(C1=C(C(=CC(=C1)C(C)(C)C)C(C)(C)C)O)C1=C(C(=CC(=C1)C(C)(C)C)C(C)(C)C)O